2-(3-(2,4-dioxotetrahydropyrimidin-1(2H)-yl)phenoxy)-N-(2-(piperidin-4-yl)ethyl)acetamide benzyl-(S)-lactate C(C1=CC=CC=C1)OC([C@@H](O)C)=O.O=C1N(CCC(N1)=O)C=1C=C(OCC(=O)NCCC2CCNCC2)C=CC1